4-[[(3S)-tetrahydro-3-furanyloxy]phenyl]-(5-bromo-2-chlorophenyl)methanone O1C[C@H](CC1)OC1=C(C=CC=C1)C1=CC(=C(C=C1Br)C=O)Cl